N-(3-Chlorophenyl)-N,2,5-trimethyl-4-((morpholinomethylene)amino)aniline ClC=1C=C(C=CC1)N(C1=C(C=C(C(=C1)C)N=CN1CCOCC1)C)C